NC1=C(C2=C(CCC(O2)CO)C=C1)N 7,8-diamino-3,4-dihydro-2H-1-benzopyran-2-methanol